[C-]1(C=CC=C1)CCN.[CH-]1C=CC=C1.[Fe+2] ferroceneethylamine